N-myristyl-N-methyltaurin sodium [Na].C(CCCCCCCCCCCCC)N(CCS(=O)(=O)O)C